C(#N)C=1C=C(C=CC1)C#CC=1C=C(OC=2N=NNC2C(=O)O)C=C(C1)F 4-(3-((3-cyanophenyl)ethynyl)-5-fluorophenoxy)-1H-1,2,3-triazole-5-carboxylic acid